C(C)C(C#CC1=C2CCCN(C2=CC=C1)C1=NC(NC2=CC=CC(=C12)F)=O)(CC)O 4-[5-(3-ethyl-3-hydroxy-pent-1-ynyl)-3,4-dihydro-2H-quinolin-1-yl]-5-fluoro-1H-quinazolin-2-one